1,4-bis(trichloroethyl-silylethyl)benzene ethyl-(E)-3-(4-bromothiazol-2-yl)-3-(2-methylpyrimidin-5-yl)acrylate C(C)OC(\C=C(/C=1C=NC(=NC1)C)\C=1SC=C(N1)Br)=O.ClC(CC(CC1=CC=C(C=C1)CC([SiH3])CC(Cl)(Cl)Cl)[SiH3])(Cl)Cl